1-((2R,4aR,6R,7aS)-2-((2,4-difluorobenzyl)amino)-2-oxotetrahydro-4H-furo[3,2-d][1,3,2]dioxaphosphorin-6-yl)-5-fluoropyrimidine-2,4(1H,3H)-dione FC1=C(CN[P@]2(OC[C@@H]3[C@@H](O2)C[C@@H](O3)N3C(NC(C(=C3)F)=O)=O)=O)C=CC(=C1)F